FC(C=1C(=C(C=CC1F)[C@@H]1[C@H](O[C@@]([C@@H]1C)(C(F)(F)F)C)C(=O)NC=1C=NC(=CC1)[C@H](CO)O)OC)F (2S,3R,4R,5S)-3-(3-(difluoromethyl)-4-fluoro-2-methoxyphenyl)-N-(6-((R)-1,2-dihydroxyethyl)pyridin-3-yl)-4,5-dimethyl-5-(trifluoromethyl)tetrahydrofuran-2-carboxamide